methyl 5-(2-(4,4-difluoroazepan-1-yl)-7-fluoroquinoline-3-carboxamido)thiophene-2-carboxylate FC1(CCN(CCC1)C1=NC2=CC(=CC=C2C=C1C(=O)NC1=CC=C(S1)C(=O)OC)F)F